C(C)(=O)N1CCC2(CCC(C2)C(=O)N2C(CC(C2)F)C(=O)NC(C2=CC=C(C=C2)C(C)C)C2=CC=CC=C2)CC1 1-{8-acetyl-8-azaspiro[4.5]decane-2-carbonyl}-4-fluoro-N-{phenyl[4-(propan-2-yl)phenyl]methyl}pyrrolidine-2-carboxamide